C(C)OC(=O)C=1C=C(C=2N(C(C=C(N2)N2CCOCC2)=O)C1)[C@@H](C)N.CC1=C(C=CC(=N1)C(=O)N[C@H]1COCC1)N1CCNCC1 (R)-6-methyl-5-(piperazin-1-yl)-N-(tetrahydrofuran-3-yl)picolinamide ethyl-9-[(1R)-1-aminoethyl]-2-morpholino-4-oxo-pyrido[1,2-a]pyrimidine-7-carboxylate